C1(CCCCC1)NC(OC1=CC(=C(C=C1)OC(F)F)C1=CC(=CC=C1)C(NC)=O)=O [4-(difluoromethoxy)-3-[3-(methylcarbamoyl)phenyl] phenyl] N-cyclohexylcarbamate